3-amino-N,N-dimethyl-6-(tributylstannyl)picolinamide NC=1C(=NC(=CC1)[Sn](CCCC)(CCCC)CCCC)C(=O)N(C)C